2-hydroxy-3-methylbenzonitrile OC1=C(C#N)C=CC=C1C